methyl 3-amino-5-(pyridin-4-yl)furan-2-carboxylate NC1=C(OC(=C1)C1=CC=NC=C1)C(=O)OC